N-(2-(Oxetan-3-yl)octahydrocyclopenta[c]pyrrol-5-yl)-3-(((7-(pyridin-4-yl)-2,3-dihydrofuro[3,2-c]pyridin-4-yl)amino)methyl)benzamid O1CC(C1)N1CC2C(C1)CC(C2)NC(C2=CC(=CC=C2)CNC2=NC=C(C1=C2CCO1)C1=CC=NC=C1)=O